ClC1=NC=C2C(=CC(=NC2=C1F)C#CC12CCCN2C[C@@H](C1)F)N1CC2CCC(C1)N2C(=O)OC(C)(C)C tert-butyl 3-(7-chloro-8-fluoro-2-{2-[(2R)-2-fluoro-hexahydro-1H-pyrrolizin-7a-yl] ethynyl}-1,6-naphthyridin-4-yl)-3,8-diazabicyclo[3.2.1]octane-8-carboxylate